FC1(CCN(CC1)C1=NC2=CC(=C(C=C2C(=N1)NC1=NOC=N1)OC)OCCCN1CCCC1)F N-(2-(4,4-difluoropiperidin-1-yl)-6-methoxy-7-(3-(pyrrolidin-1-yl)propoxy)quinazolin-4-yl)-1,2,4-oxadiazol-3-amine